The molecule is a mannosylinositol phosphorylceramide(1-) having a tetracosanoyl group attached to the ceramide nitrogen, hydroxylation at C-4 of the long-chain base, and hydroxylation at C-2 and C-3 of the very-long-chain fatty acid. Major species at pH 7.3. It is a conjugate base of a Man-beta1-2-Ins-1-P-Cer(t18:0/2,3-OH-24:0). CCCCCCCCCCCCCCCCCCCCCC(C(C(=O)N[C@@H](COP(=O)([O-])O[C@@H]1[C@@H]([C@@H]([C@H]([C@@H]([C@H]1O[C@H]2[C@H]([C@H]([C@@H]([C@H](O2)CO)O)O)O)O)O)O)O)[C@@H](C(CCCCCCCCCCCCCC)O)O)O)O